methyl 3-((4-iodopyrimidin-2-yl)sulfanyl)propanoate IC1=NC(=NC=C1)SCCC(=O)OC